1,3-dimethylimidazole triflate OS(=O)(=O)C(F)(F)F.CN1CN(C=C1)C